1-methyl-3-(3-aminopropyl)-3-imidazolium chloride [Cl-].CN1C=[N+](C=C1)CCCN